FC(C)(F)C12C(NCC2C1(C)C)C(=O)OC methyl 1-(1,1-difluoroethyl)-6,6-dimethyl-3-azabicyclo[3.1.0]hexane-2-carboxylate